OCCCCCS(=O)(=O)N(CC1=CC=C(C=C1)OC)CC1=CC=C(C=C1)OC 5-hydroxy-N,N-bis(4-methoxybenzyl)pentane-1-sulfonamide